ClC=1C=C(C=2CC[C@H](C2C1)O)S(=O)(=O)NC1=C(C(=C(C=C1)F)C=1C=C2C=NC(=NC2=CC1)NC1CCN(CC1)CC(C)OC)F (1R)-6-chloro-N-(2,4-difluoro-3-(2-((1-(2-methoxypropyl)piperidin-4-yl)amino)quinazolin-6-yl)phenyl)-1-hydroxy-2,3-dihydro-1H-indene-4-sulfonamide